C(C(CC(CCCCCCCCCCCCCCC=C)O)O)O eicosa-19-ene-1,2,4-triol